Dithiophene-4,8-dione C1C=C(SC1=O)C2=CC(=O)CS2